(2R,3R,4S,5R,6R)-4-(4-(3-fluoro-4-methylphenyl)-1H-1,2,3-triazol-1-yl)-2-(hydroxymethyl)-5-methoxy-6-((5-(1-(methylsulfonyl)piperidin-4-yl)isoxazol-3-yl)methyl)tetrahydro-2H-pyran-3-ol FC=1C=C(C=CC1C)C=1N=NN(C1)[C@H]1[C@H]([C@H](O[C@@H]([C@@H]1OC)CC1=NOC(=C1)C1CCN(CC1)S(=O)(=O)C)CO)O